(2-bromoethoxy)-5'-chloro-[1,1'-biphenyl]-3-carboxylic acid tert-butyl ester C(C)(C)(C)OC(=O)C=1C(=C(C=CC1)C1=CC=CC(=C1)Cl)OCCBr